COCCN1C[C@H]([C@@H](C1)C1=CC=CC=C1)NC(=O)NC1=C(C(=NN1C1=CC=CC=C1)COC)C 1-((3s,4r)-1-(2-methoxyethyl)-4-phenylpyrrolidin-3-yl)-3-(3-(methoxymethyl)-4-methyl-1-phenyl-1H-pyrazol-5-yl)urea